C[C@@H]1CN(C[C@@H](O1)CN1CCN(CC1)C1=NC=CC(=N1)N1CCNCC1)C1=C2N=CC=NC2=C(C=C1)C (2R,6S)-2-methyl-4-(8-methyl-quinoxalin-5-yl)-6-[[4-(4-piperazin-1-ylpyrimidin-2-yl)piperazin-1-yl]methyl]morpholine